C(C1=CC=CC=C1)OC=1C(C(=CN2C1C(N1[C@H]([C@H](CC([C@H]2C1)=O)C#N)C)=O)C(=O)NCC1=C(C=C(C=C1)F)F)=O (3S,4S,7R)-12-(benzyloxy)-4-cyano-N-(2,4-difluorobenzyl)-3-methyl-1,6,11-trioxo-1,4,5,6,7,11-hexahydro-3H-2,7-methanopyrido[1,2-a][1,4]diazonine-10-carboxamide